(R)-1-(4-(4-((3-chlorobenzyl)amino)-6-(3,5-dimethylisoxazol-4-yl)quinazolin-2-yl)piperazin-1-yl)propan-2-ol ClC=1C=C(CNC2=NC(=NC3=CC=C(C=C23)C=2C(=NOC2C)C)N2CCN(CC2)C[C@@H](C)O)C=CC1